8-((3R,4S)-4-((5-Cyclopropylpyridin-2-yl)oxy)-3-methylpiperidin-1-yl)-5-methyl-6-oxo-5,6-dihydro-1,5-naphthyridin-2-carbonitril C1(CC1)C=1C=CC(=NC1)O[C@@H]1[C@@H](CN(CC1)C1=CC(N(C=2C=CC(=NC12)C#N)C)=O)C